tert-butyl(5-(4-(4-acetylpiperazin-1-yl)piperidin-1-yl)-2-aminophenyl)carbamate C(C)(C)(C)OC(NC1=C(C=CC(=C1)N1CCC(CC1)N1CCN(CC1)C(C)=O)N)=O